methyl-3-hydroxypiperidine-1-carboxylic acid tert-butyl ester C(C)(C)(C)OC(=O)N1C(C(CCC1)O)C